ethyl 2-(3-hydroxypropyl)-2,3-dihydropyrazolo[5,1-b]oxazole-6-carboxylate OCCCC1CN2C(O1)=CC(=N2)C(=O)OCC